CC1(CCSC2=C1C=C(C=C2)C#C)C 4,4-dimethylbenzothiane-6-yl-acetylene